BrC1=C(C=C2\C(\CCOC2=C1)=N/O)OC (Z)-7-Bromo-6-methoxychroman-4-one oxime